(2S)-2-{[(9H-fluoren-9-ylmethoxy)carbonyl](methyl)amino}-4-methylpentanoic acid C1=CC=CC=2C3=CC=CC=C3C(C12)COC(=O)N([C@H](C(=O)O)CC(C)C)C